C[C@H]1CCC(=NC1)C=1C=CC2=C(N=C(S2)C2C[C@@H]3[C@@H](CN(C3)C)C2)C1 |&1:17,18| 5-((S)-5-methyl-3,4,5,6-tetrahydropyridin-2-yl)-2-(rac-(3aR,5s,6aS)-2-methyloctahydrocyclopenta[c]pyrrol-5-yl)benzo[d]thiazole